FCCCCCN1N=C(C2=CC=CC=C12)C(=O)C1=CC=CC2=CC=CC=C12 1-(5-fluoropentyl)-3-(1-naphthoyl)indazole